4-(4-((S)-3-Amino-3-methylpiperidin-1-yl)-8-fluoro-2-(((2R,7aS)-2-fluorotetrahydro-1H-pyrrolizin-7a(5H)-yl)methoxy)pyrido[4,3-d]pyrimidin-7-yl)-5-ethyl-6-fluoronaphthalen-2-ol N[C@@]1(CN(CCC1)C=1C2=C(N=C(N1)OC[C@]13CCCN3C[C@@H](C1)F)C(=C(N=C2)C2=CC(=CC1=CC=C(C(=C21)CC)F)O)F)C